FC(/C(/OC1O[C@@H]([C@H](C[C@H]1N=[N+]=[N-])OCC1=CC=CC=C1)CN=[N+]=[N-])=N\C1=CC=CC=C1)(F)F [(3R,5S,6R)-3-azido-6-(azidomethyl)-5-benzyloxy-tetrahydropyran-2-yl] (1E)-2,2,2-trifluoro-N-phenyl-ethanimidate